FC1=CC=C(CN2C3(CN(C3)C3=CN=NC=C3)C(N(CC2=O)C2CCC(CC2)C)=O)C=C1 5-(4-fluorobenzyl)-8-(4-methylcyclohexyl)-2-(pyridazin-4-yl)-2,5,8-triazaspiro[3.5]nonane-6,9-dione